(2S)-2-amino-4-(3,4-dichloro-5-isopropoxy-phenyl)butanoic acid N[C@H](C(=O)O)CCC1=CC(=C(C(=C1)OC(C)C)Cl)Cl